ClC1=NC=C(C(=C1)C1=C(C=NC(=C1)C)C(=O)NC=1SC2=C(N1)CN(C2)C(=O)C2=NC=C(N=C2C)C)OC 2'-chloro-N-(5-(3,5-dimethylpyrazine-2-carbonyl)-5,6-dihydro-4H-pyrrolo[3,4-d]thiazol-2-yl)-5'-methoxy-6-methyl-[4,4'-bipyridine]-3-carboxamide